C(CCCCCCCCC)(=O)OCCCN(CCC1CCN(CC1)C(=O)OC(C)(C)C)CCCCCCCCCCCCCC tert-Butyl 4-(2-((3-(decanoyloxy)propyl)(tetradecyl)amino)ethyl)piperidine-1-carboxylate